2,5-dicarboxyphenyl-boronic acid C(=O)(O)C1=C(C=C(C=C1)C(=O)O)B(O)O